Hypochlorous acid chlorine [Cl].ClO